FC1=C(C=CC(=C1)C(C)C1=NC(=NO1)C1=CC(=C(C=C1)C)[N+](=O)[O-])C1=CC=CC=C1 5-(1-(2-fluoro-[1,1'-biphenyl]-4-yl)ethyl)-3-(4-methyl-3-nitrophenyl)-1,2,4-oxadiazole